methyl 3-(((1-cyanocyclopropyl) methyl) amino)-4-nitrobenzoate C(#N)C1(CC1)CNC=1C=C(C(=O)OC)C=CC1[N+](=O)[O-]